BrC1=CC=C(C=C1)C1CC(C1)=O 3-(4-bromophenyl)-cyclobutan-1-one